O=C1NC(CCC1N1C(C2=CC=C(C=C2C1)N1CCN(CC1)CCC1CCN(CC1)C1=CC=C(C(=O)C=2C3=C(SC2C2=CC=C(C=C2)B(O)O)C=C(C=C3)O)C=C1)=O)=O (4-(3-(4-(4-(2-(4-(2-(2,6-dioxopiperidin-3-yl)-1-oxoisoindolin-5-yl)piperazin-1-yl)ethyl)piperidin-1-yl)benzoyl)-6-hydroxybenzo[b]thiophen-2-yl)phenyl)boronic acid